N-((3S,4R)-4-((8-((cyclopropylmeth-yl)amino)-6-(2,6-dichloro-3,5-dimeth-oxyphenyl)pyrido[3,4-d]pyrimidin-2-yl)amino)-1-(2-(dimethylamino)eth-yl)pyrrolidin-3-yl)acrylamide C1(CC1)CNC1=NC(=CC2=C1N=C(N=C2)N[C@H]2[C@H](CN(C2)CCN(C)C)NC(C=C)=O)C2=C(C(=CC(=C2Cl)OC)OC)Cl